N-(4-hydroxybicyclo[2.2.2]oct-1-yl)-6-(4,4,5,5-tetramethyl-1,3,2-dioxaborolane-2-yl)pyrazolo[1,5-a]pyrimidine-3-carboxamide OC12CCC(CC1)(CC2)NC(=O)C=2C=NN1C2N=CC(=C1)B1OC(C(O1)(C)C)(C)C